1-(3-chloro-5-fluorophenyl)-5,5-difluoro-3-(1H-pyrazol-3-yl)-4,5,6,7-tetrahydro-1H-indol-4-ol ClC=1C=C(C=C(C1)F)N1C=C(C=2C(C(CCC12)(F)F)O)C1=NNC=C1